N-[2,2-Dimethyl-3-oxo-3-(piperidin-1-yl)propyl]-4H,5H,6H,7H,8H,9H-cycloocta[b]thiophene-2-carboxamide CC(CNC(=O)C1=CC2=C(S1)CCCCCC2)(C(N2CCCCC2)=O)C